C1(CC1)N1S(C2=C(C1)C(=C(C=C2)NC2=NN(C(=C2)[C@@H]2C[C@@H](CC2)OC(=O)OC2=CC=C(C=C2)[N+](=O)[O-])C(=O)OC2=CC=C(C=C2)[N+](=O)[O-])F)(=O)=O cis-4-nitrophenyl 3-((2-cyclopropyl-4-fluoro-1,1-dioxido-2,3-dihydrobenzo[d]isothiazol-5-yl) amino)-5-(3-(((4-nitrophenoxy) carbonyl) oxy) cyclopentyl)-1H-pyrazole-1-carboxylate